7-Bromo-4-(2-(trifluoromethyl)pyrimidin-5-yl)quinoline-3-carbaldehyde BrC1=CC=C2C(=C(C=NC2=C1)C=O)C=1C=NC(=NC1)C(F)(F)F